(Z)-1-(4-amino-2-fluorobut-2-en-1-yl)-4-(4-(N,N-dimethylsulfamoyl)phenyl)-N,N,2-trimethyl-1H-benzo[d]imidazol-6-carboxamide Hydrochloride Cl.NC\C=C(\CN1C(=NC2=C1C=C(C=C2C2=CC=C(C=C2)S(N(C)C)(=O)=O)C(=O)N(C)C)C)/F